C1(CC1)NS(=O)(=O)NC1=NC=CC(=C1)CN1CCN(CC1)C=1C=CC(=NC1F)C(=O)NC 5-(4-((2-((N-cyclopropylsulfamoyl)amino)pyridin-4-yl)methyl)piperazin-1-yl)-6-fluoro-N-methylpicolinamide